FC=1C=C(C=C(C1F)OCC1=NN(C=N1)C)C1C(C1)C=1C=NC(=NC1)C1=NC=CC=N1 5-(2-(3,4-difluoro-5-((1-methyl-1H-1,2,4-triazol-3-yl)methoxy)phenyl)cyclopropyl)-2,2'-bipyrimidine